ClC=1N=NC=CC1C1=C2N=CN(C2=NC=N1)COCC[Si](C)(C)C 6-(3-chloropyridazin-4-yl)-9-((2-(trimethylsilyl)ethoxy)methyl)-9H-purine